(1S,2R,5R)-N-hydroxy-8-propionyl-3-((6-(4-(trifluoromethoxy)-phenoxy)pyridin-3-yl)sulfonyl)-3,8-diazabicyclo[3.2.1]-octane-2-carboxamide ONC(=O)[C@H]1[C@@H]2CC[C@H](CN1S(=O)(=O)C=1C=NC(=CC1)OC1=CC=C(C=C1)OC(F)(F)F)N2C(CC)=O